N-[1-(bicyclo[1.1.1]pentan-1-yl)-5-methyl-1H-pyrazol-4-yl]-6-chloro-7-[1-(oxetan-3-yl)piperidin-4-yl]quinazolin-2-amine C12(CC(C1)C2)N2N=CC(=C2C)NC2=NC1=CC(=C(C=C1C=N2)Cl)C2CCN(CC2)C2COC2